BrC=1C2(C3=CC4=C(OCCCCO4)C=C3C1)CCC1(CC2)OCCO1 9''-bromo-2'',3'',4'',5''-tetrahydrodispiro[[1,3]dioxolane-2,1'-cyclohexane-4',8''-indeno[5,6-b][1,4]dioxocine]